1-phenyl-2-(N-phenyl)aminoethanol C1(=CC=CC=C1)C(CNC1=CC=CC=C1)O